C(C)(C)(C)C=1C=CC=2C(NS(C=3C=CC=C(NC(CC[C@H]4CC(N(C2N1)C4)(C)C)CC=O)N3)(=O)=O)=O 2-[(14S)-8-tert-butyl-12,12-dimethyl-2,2,4-trioxo-2λ6-thia-3,9,11,18,23-pentaazatetracyclo[17.3.1.111,14.05,10]tetracosa-1(23),5(10),6,8,19,21-hexaen-17-yl]acetaldehyde